[2-(benzyloxycarbonylamino)-4-methyl-pentyl] methanesulfonate CS(=O)(=O)OCC(CC(C)C)NC(=O)OCC1=CC=CC=C1